(Z)-3-(bromomethyl)-4-(tert-butoxycarbonylamino)-2-fluoro-but-2-enoic acid ethyl ester C(C)OC(/C(=C(\CNC(=O)OC(C)(C)C)/CBr)/F)=O